N1-(1H-benzoimidazol-5-yl)-1-[4-(2-cyclopropyl-1,3-thiazol-5-yl)phenyl]ethane-1,2-diamine N1C=NC2=C1C=CC(=C2)NC(CN)C2=CC=C(C=C2)C2=CN=C(S2)C2CC2